[N+](=O)([O-])C1=CC2=CN(N=C2C=C1OS(=O)(=O)C(C(C(C(F)(F)F)(F)F)(F)F)(F)F)C1CCN(CC1)C(=O)OC(C)(C)C tert-butyl 4-(5-nitro-6-(((perfluorobutyl)sulfonyl)oxy)-2H-indazol-2-yl)piperidine-1-carboxylate